OC12C(C=3C=CSC3N=C2N(CC1)C1=CC=C(C=C1)C1CCN(CC1)C)=O 9-hydroxy-12-[4-(1-methylpiperidin-4-yl)phenyl]-4-thia-2,12-diazatricyclo[7.3.0.03,7]dodeca-1,3(7),5-trien-8-one